N-Methoxy-N-methyl-2-(trifluoromethoxy)acetamide CON(C(COC(F)(F)F)=O)C